N2-((benzyloxy)carbonyl)-N4-methyl-L-asparagine C(C1=CC=CC=C1)OC(=O)N[C@@H](CC(NC)=O)C(=O)O